O(C1=CC=CC=C1)C1=CC=C(C=C1)CCNC1=NCNC2=CC=C(C=C12)N 4-N-[2-(4-Phenoxyphenyl)ethyl]-1,2-dihydroquinazoline-4,6-diamine